C(C)(C)(C)OC(CC1=C(CN2CCCC23CCN(CC3)C(=O)OC(C)(C)C)C=CC(=C1)C(F)(F)F)=O tert-butyl 1-(2-(2-(tert-butoxy)-2-oxoethyl)-4-(trifluoromethyl) benzyl)-1,8-diazaspiro[4.5]decane-8-carboxylate